tert-butyl-(1S,5R)-4-carbamoyl-4-hydroxy-2,6-diazabicyclo[3.2.0]Heptane C(C)(C)(C)[C@]12NCC([C@@H]2NC1)(O)C(N)=O